NC1=NC2=CC(=CC=C2C1(C)C)CCC12C(C(C(C2C1)N1C=CC2=C1N=CN=C2N)O)O 2-(2-Amino-3,3-dimethyl-3H-indol-6-yl)ethyl-4-(4-amino-7H-pyrrolo[2,3-d]pyrimidin-7-yl)bicyclo[3.1.0]hexane-2,3-diol